C(C(=C)C)(=O)OCC[N+](CC(=O)[O-])(C)C.BrC=1C=C(C=C(C1)F)[C@H](CC=C)N[S@](=O)C(C)(C)C (R)-N-[(1S)-1-(3-bromo-5-fluorophenyl)but-3-en-1-yl]-2-methylpropane-2-sulfinamide 2-[[2-(methacryloyloxy)ethyl]dimethylammonio]acetate